(E)-7-phenyl-2-(quinoxalin-6-ylmethylene)-3,4-dihydronaphthalen C1(=CC=CC=C1)C1=CC=C2CC\C(\CC2=C1)=C/C=1C=C2N=CC=NC2=CC1